2-(2-chlorophenyl)-N-(4-phenoxy-3-sulfamylphenyl)acetamide ClC1=C(C=CC=C1)CC(=O)NC1=CC(=C(C=C1)OC1=CC=CC=C1)S(N)(=O)=O